ClC1=CC(=C(C=N1)C(=O)O)NC1CCCC1 6-Chloro-4-(cyclopentylamino)pyridine-3-carboxylic acid